[Li+].[Li+].P(=O)(OC(C)=O)([O-])[O-] acetyl phosphate dilithium salt